(2R,4S)-N-((S)-1-(((6-Amino-2-methylpyridin-3-yl)methyl)amino)-1-oxopropan-2-yl)-4-(benzo[c][1,2,5]oxadiazol-5-ylmethyl)pyrrolidine-2-carboxamide Di-trifluoroacetate salt FC(C(=O)O)(F)F.FC(C(=O)O)(F)F.NC1=CC=C(C(=N1)C)CNC([C@H](C)NC(=O)[C@@H]1NC[C@H](C1)CC1=CC=2C(=NON2)C=C1)=O